3-methoxy-N-methyl-4-{[3-(4-{[(1R,4R)-4-(3-methanesulfonyl-azetidin-1-yl)cyclohexyl]amino}-1-(2,2,2-trifluoroethyl)-1H-indol-2-yl)prop-2-yn-1-yl]amino}benzamide COC=1C=C(C(=O)NC)C=CC1NCC#CC=1N(C2=CC=CC(=C2C1)NC1CCC(CC1)N1CC(C1)S(=O)(=O)C)CC(F)(F)F